6-vinylpyridine-3-carboxaldehyde C(=C)C1=CC=C(C=N1)C=O